[OH-].C([O-])(O)=O.[Co+2] cobalt(II) carbonate hydroxide